N-[(2S)-1-({(1S)-1-cyano-2-[(3S)-2-oxopiperidin-3-yl]ethyl}amino)-4,4-dimethyl-1-oxopentan-2-yl]-4-methoxy-1-benzofuran-2-carboxamide C(#N)[C@H](C[C@H]1C(NCCC1)=O)NC([C@H](CC(C)(C)C)NC(=O)C=1OC2=C(C1)C(=CC=C2)OC)=O